trifluoroethyl α-fluoroacrylate FC(C(=O)OCC(F)(F)F)=C